O1C(OCC1)C1=C(C=C(C=C1)C(C(=O)O)F)OCC1=CC=C(C=C1)OC [4-(1,3-dioxolan-2-yl)-3-[(4-methoxyphenyl)methoxy]phenyl](fluoro)acetic acid